O[C@H]1C[C@@H](C2=CC=CC=C12)NC(=O)C1=CN(CCS1)C=1C2=C(N=CN1)NC=C2 |o1:1,3| Rel-N-((1S,3S)-3-hydroxy-2,3-dihydro-1H-inden-1-yl)-4-(7H-pyrrolo[2,3-d]pyrimidin-4-yl)-3,4-dihydro-2H-1,4-thiazine-6-carboxamide